2-methoxy-4-(6-(4-pentanamidothiophen-2-yl)pyrazin-2-yl)-N-(1-methyl-1H-tetrazol-5-yl)-benzamide COC1=C(C(=O)NC2=NN=NN2C)C=CC(=C1)C1=NC(=CN=C1)C=1SC=C(C1)NC(CCCC)=O